OCCCCCCCCCC(=O)[O-] 10-HYDROXYDECANOATE